5-((2R,4S)-2-(2-(3-((tert-butoxycarbonyl)amino)propoxy)-5-fluoropyridin-3-yl)-4-fluoropyrrolidin-1-yl)pyrazolo[1,5-a]pyrimidine-3-carboxylic acid C(C)(C)(C)OC(=O)NCCCOC1=NC=C(C=C1[C@@H]1N(C[C@H](C1)F)C1=NC=2N(C=C1)N=CC2C(=O)O)F